CS(=O)(=O)CC1OCCCC1NC([O-])=O (((methylsulfonyl)methyl)tetrahydro-2H-pyran-3-yl)carbamate